(2S)-2-{4-[6-Amino-5-(p-chlorophenyl)-4-pyrimidinyl]-1H-pyrazol-1-yl}-1-(dimethylamino)-2-phenylethane NC1=C(C(=NC=N1)C=1C=NN(C1)[C@H](CN(C)C)C1=CC=CC=C1)C1=CC=C(C=C1)Cl